C(CCC)OCNC(C(=C)C)=O N-(n-Butoxy-methyl)methacrylamid